FC(C1=CC(=NC=C1)CN)(F)F 1-[4-(trifluoro-methyl)pyridin-2-yl]methan-amine